N-[(2S,3R)-2-[(2,3'-difluoro[1,1'-biphenyl]-3-yl)methyl]-4,4-difluoro-1-((1s,3R)-3-fluorocyclobutane-1-carbonyl)pyrrolidin-3-yl]ethanesulfonamide FC1=C(C=CC=C1C[C@@H]1N(CC([C@@H]1NS(=O)(=O)CC)(F)F)C(=O)C1CC(C1)F)C1=CC(=CC=C1)F